C(C)OC(CCN([C@H](CC#N)C)C(=O)OC(C)(C)C)=O (S)-3-((tert-Butoxycarbonyl)(1-cyanopropan-2-yl)amino)propionic acid ethyl ester